N-(5-((4-chlorobenzyl)thio)-1,3,4-thiadiazol-2-yl)-3-(naphthalen-1-yl)isonicotinamide ClC1=CC=C(CSC2=NN=C(S2)NC(C2=C(C=NC=C2)C2=CC=CC3=CC=CC=C23)=O)C=C1